3-(3-(4-(Chloromethyl)phenyl)-5-(oxazol-4-yl)-3H-imidazo[4,5-b]pyridin-2-yl)pyridin-2-amine ClCC1=CC=C(C=C1)N1C(=NC=2C1=NC(=CC2)C=2N=COC2)C=2C(=NC=CC2)N